[Cl-].[N+](=O)([O-])C1=C(C=CC(=C1)[N+](=O)[O-])[N+]1=CC(=CC=C1)C(=O)N 1-(2,4-dinitrophenyl)pyridin-1-ium-3-carboxamide chloride